COC1(COC1)C=1C=C(C=CC1)C(=O)N1CC2CN(CC2C1)C1=NC=C(C=C1)C(F)(F)F (3-(3-methoxyoxetan-3-yl)phenyl)(5-(5-(trifluoromethyl)pyridin-2-yl)hexahydropyrrolo[3,4-c]pyrrol-2(1H)-yl)methanone